8-((2-chlorothiazol-5-yl)methyl)-3-(4,4-difluorobut-3-en-1-yl)pyrido[2,3-d]pyrimidine-2,4(3H,8H)-dione ClC=1SC(=CN1)CN1C=CC=C2C1=NC(N(C2=O)CCC=C(F)F)=O